ClC=1C=CC(=C(C1)NC=1C2=C(N=CN1)C=NC(=C2)C2CN(C2)C(C=C)=O)F 1-(3-(4-((5-Chloro-2-fluorophenyl)amino)pyrido[3,4-d]pyrimidin-6-yl)azetidin-1-yl)prop-2-en-1-one